C1C(=CC2=CC=CC=C12)C1=C(C=CC=C1)C=1CC2=CC=CC=C2C1 Ortho-bis(2-Indenyl)benzol